(E)-3-hydroxy-2-ferrocenyl-4H-pyran-4-one OC1=C(OC=CC1=O)[C-]1C=CC=C1.[CH-]1C=CC=C1.[Fe+2]